2-(((1r,4r)-4-(((2,3-difluoro-phenyl)(phenyl)carbamoyl-oxy)methyl)cyclohexyl)methoxy)acetic acid FC1=C(C=CC=C1F)N(C(=O)OCC1CCC(CC1)COCC(=O)O)C1=CC=CC=C1